tert-butyl 4-((4-((2-fluoro-3-methyl-4-((2-methyl-2H-indazol-6-yl)oxy)phenyl)amino)pyrido[3,2-d]pyrimidin-6-yl)oxy)piperidine-1-carboxylate FC1=C(C=CC(=C1C)OC=1C=CC2=CN(N=C2C1)C)NC=1C2=C(N=CN1)C=CC(=N2)OC2CCN(CC2)C(=O)OC(C)(C)C